(S)-1-((1s,3R)-3-isopropylcyclobutyl)-3-(isoquinolin-4-yl)-2-oxoimidazolidine-4-carbonitrile C(C)(C)C1CC(C1)N1C(N([C@@H](C1)C#N)C1=CN=CC2=CC=CC=C12)=O